(S)-N-(3-(2-methoxy-3-(5-(methylsulfonyl)-6,7-dihydro-5H,9H-imidazo[2,1-c][1,4]oxazepin-2-yl)phenyl)-1-methyl-1H-pyrazolo[3,4-c]pyridin-5-yl)cyclopropanecarboxamide COC1=C(C=CC=C1C=1N=C2COCC[C@@H](N2C1)S(=O)(=O)C)C1=NN(C2=CN=C(C=C21)NC(=O)C2CC2)C